BrC1=CC=2C3=C(C=NC2C=C1)N(C(N3C3=CC=C(C=C3)C(C)O)=O)C 8-bromo-1-(4-(1-hydroxyethyl)phenyl)-3-methyl-1,3-dihydro-2H-imidazo[4,5-c]quinolin-2-one